C(C)(C)(C)OC(=O)NC1C2=CC=CC(=C2CC12CCN(CC2)C(=O)OC(C)(C)C)C#N tert-butyl 3-{[(tert-butoxy)carbonyl]amino}-7-cyano-1,3-dihydrospiro[indene-2,4'-piperidine]-1'-carboxylate